C(C)(C)(C)OC(CCCN1S(C=2N(C(C1)C(=O)OC)C(C=C(C2C2=CC(=CC=C2)C(F)(F)F)CC2=CC=CC1=CC=CC=C21)=O)(=O)=O)=O Methyl 2-(4-(tert-butoxy)-4-oxobutyl)-8-(naphthalen-1-ylmethyl)-6-oxo-9-(3-(trifluoromethyl)phenyl)-3,4-dihydro-2H,6H-pyrido[1,2-e][1,2,5]thiadiazine-4-carboxylate 1,1-dioxide